4-chloro-6-[4-[[2-[2-[(1R,4R)-2-oxa-5-azabicyclo[2.2.1]heptan-5-yl]ethoxy]phenyl]methyl]-1-(trideuteriomethyl)pyrazol-3-yl]pyrimidin-2-amine ClC1=NC(=NC(=C1)C1=NN(C=C1CC1=C(C=CC=C1)OCCN1[C@H]2CO[C@@H](C1)C2)C([2H])([2H])[2H])N